NC1=NC2=C(N1C[C@@H](CCCOC1=C(C=NN1C)C1=CC(=CN(C1=O)C1CC1)C(=O)OC)C)C=C(C=C2)Br methyl 5-(5-{[(4R)-4-[(2-amino-6-bromo-1,3-benzodiazol-1-yl) methyl] pentyl] oxy}-1-methylpyrazol-4-yl)-1-cyclopropyl-6-oxopyridine-3-carboxylate